1'-[1-(oxetan-2-yl)-3-(1,2,3,4-tetrahydro-1,5-naphthyridin-1-yl)-1H-pyrazolo[3,4-b]Pyrazin-6-yl]-1,3-dihydro-spiro[indene-2,4'-piperidine]-3-amine O1C(CC1)N1N=C(C=2C1=NC(=CN2)N2CCC1(CC2)CC2=CC=CC=C2C1N)N1CCCC2=NC=CC=C12